5-(4-ethynylphenyl)-3-((2-((1S)-1-((tetrahydro-2H-pyran-2-yl)oxy)ethyl)-1H-imidazole-1-yl)methyl)isoxazole C(#C)C1=CC=C(C=C1)C1=CC(=NO1)CN1C(=NC=C1)[C@H](C)OC1OCCCC1